N,N-dimethyl-3-methylbenzylamine CN(C)CC1=CC(=CC=C1)C